C(=C)C=1C(=C(C(N(C1C)C1=CC=C(C=C1)F)=O)C(=O)NC1=CC(=C(C=C1)OC1=CC=NC2=CC(=CN=C12)OCCOC)F)C 5-ethenyl-N-[3-fluoro-4-[[7-(2-methoxyethoxy)-1,5-naphthyridin-4-yl]oxy]phenyl]-1-(4-fluorophenyl)-4,6-dimethyl-2-oxopyridine-3-carboxamide